CN(CCOC=1C=C(C=C(C1)C(F)(F)F)NC(CC1=C(C=C(C=C1)C1=CNC(C=C1OCC)=O)F)=O)C N-(3-(2-(dimethylamino)ethoxy)-5-(trifluoromethyl)phenyl)-2-(4-(4-ethoxy-6-oxo-1,6-dihydropyridin-3-yl)-2-fluorophenyl)acetamide